ClC=1C=CC(=C(C1)C1=CC(N(C=C1OC)[C@@H](C(=O)NC1=CC=C(C=C1)P(=O)(C)C)CC1=CC=CC=C1)=O)N1N=NN=C1 (R)-2-(4-(5-chloro-2-(1H-Tetrazol-1-yl)phenyl)-5-methoxy-2-oxopyridin-1(2H)-yl)-N-(4-(dimethylphosphoryl)phenyl)-3-Phenylpropanamide